C[SiH]1N([SiH](N([SiH](N([SiH](N1C=C)C)C=C)C)C=C)C)C=C tetramethyl-tetravinyl-cyclotetrasilazane